COC1=C(C(=CC=C1)OC)S(=O)(=O)NC1=NOC2=C1C(=CC(=C2)C=2C=NC(=CC2)OC)OC 2,6-dimethoxy-N-(4-methoxy-6-(6-methoxypyridin-3-yl)benzo[d]isoxazol-3-yl)benzenesulfonamide